3-benzyl-6-(2-bromobenzyl)-2,3,4,6-tetrahydropyrido[3,4-c][1,8]naphthyridin-5(1H)-one C(C1=CC=CC=C1)N1CC=2C(N(C=3N=CC=CC3C2CC1)CC1=C(C=CC=C1)Br)=O